NC1=C2N=CN(C2=NC=N1)C[C@@H](C)OCP(OCCSCCCCCCCCCCCCC#CC1CCCC1)(O)=O 2-((14-cyclopentyltetradec-13-yn-1-yl)thio)ethyl hydrogen ((((R)-1-(6-amino-9H-purin-9-yl)propan-2-yl)oxy)methyl)phosphonate